C(=O)[C@H]1[C@H](C1)C(=O)N(C)[C@H](C(=O)OC(C)(C)C)C(C)C tert-butyl (2S)-2-{1-[(1S,2R)-2-formylcyclopropyl]-N-methylformamido}-3-methylbutanoate